2H-1,2,4-triazine-3,5-dione N=1NC(NC(C1)=O)=O